NC1(C(C(CC1)NC=1C=2N(N=CC1C(=NC1=CC=C(C=C1)O)N)C=C(C2)C2=CC=CC=C2)(C)C)C 4-[(3-amino-2,2,3-trimethyl-cyclopentyl)amino]-N'-(4-hydroxyphenyl)-6-phenyl-pyrrolo-[1,2-b]pyridazine-3-carboxamidine